3-benzhydryl-6-bromo-1,3-dihydro-2H-imidazo[4,5-b]pyridin-2-one C(C1=CC=CC=C1)(C1=CC=CC=C1)N1C(NC=2C1=NC=C(C2)Br)=O